C(CCCO)O butan-1,4-diol